C(#N)C1=C(C(=O)C2=CC=C(OCC(=O)NC=3C=NC=CC3)C=C2)C=CC=C1 2-(4-(2-cyanobenzoyl)phenoxy)-N-(pyridin-3-yl)acetamide